7-bromo-6-iodo-2-methylquinazolin-4-yl-2,4,6-triisopropylbenzenesulfonic acid BrC1=C(C=C2C(=NC(=NC2=C1)C)C=1C(=C(C(=CC1C(C)C)C(C)C)S(=O)(=O)O)C(C)C)I